ClC=1N=C(C2=C(N1)N(C=C2)[C@@H]2C[C@@H]([C@H]1OC(O[C@H]12)(C)C)C=1C=NN(C1)CCC1=CC=CC=C1)N 2-chloro-7-((3aS,4R,6R,6aR)-2,2-dimethyl-6-(1-phenethyl-1H-pyrazol-4-yl)tetrahydro-4H-cyclopenta[d][1,3]dioxol-4-yl)-7H-pyrrolo[2,3-d]pyrimidin-4-amine